trans-4-((4-(2-Cyclopropyloxazol-4-yl) pyridin-2-yl)((trans-4-(5-methoxy-6-methylpyridin-2-yl)cyclohexyl)methyl) carbamoyl)cyclohexyl (2-hydroxypropyl)carbamate OC(CNC(O[C@@H]1CC[C@H](CC1)C(N(C[C@@H]1CC[C@H](CC1)C1=NC(=C(C=C1)OC)C)C1=NC=CC(=C1)C=1N=C(OC1)C1CC1)=O)=O)C